ClCC=1N(C2=C(N1)C=CC(=C2)C(=O)OC)CC=2N(C=NC2)CC methyl 2-(chloromethyl)-3-[(3-ethylimidazol-4-yl)methyl]benzimidazole-5-carboxylate